(2S,3S,4R,5R)-4-[[3-(3-Chloro-4-fluoro-2-methoxy-phenyl)-5-methyl-5-(trifluoromethyl)tetrahydrofuran-2-carbonyl]amino]-N-methyl-pyridin-2-carboxamid ClC=1C(=C(C=CC1F)[C@H]1[C@H](O[C@](C1)(C(F)(F)F)C)C(=O)NC1=CC(=NC=C1)C(=O)NC)OC